FC(S(=O)(=O)[O-])(F)F.C(C)(C)(C)C=1C=C(C=C(C1)C(C)(C)C)C=1C2=CC=CC=C2[N+](=C2C=CC=CC12)C 9-(3,5-Di-tert-butylphenyl)-10-METHYLACRIDIN-10-ium trifluoromethanesulfonate